3-{4-[(2-cyclopropylethyl)[(1r,4r)-4-{[(3-fluorooxetan-3-yl)methyl]amino}cyclohexyl]amino]-1-oxo-3H-isoindol-2-yl}piperidine-2,6-dione C1(CC1)CCN(C1=C2CN(C(C2=CC=C1)=O)C1C(NC(CC1)=O)=O)C1CCC(CC1)NCC1(COC1)F